ClC=1C=C2C3=C(N(C2=C(C1)C=1C(=NC(=CC1)Cl)Cl)CC1CC1)C=NC=C3 6-chloro-9-cyclopropylmethyl-8-(2,6-dichloro-pyridin-3-yl)-pyrido[3,4-b]indole